(S)-3-amino-2,6-piperidindione hydrochloride Cl.N[C@@H]1C(NC(CC1)=O)=O